3-((1r,4r)-4-(3-(6-(8-(benzo[d]thiazol-2-ylcarbamoyl)-3,4-dihydroisoquinolin-2(1H)-yl)-2-(tert-butoxycarbonyl)pyridin-3-yl)-2-methylphenoxy)cyclohexyl)propanoic acid S1C(=NC2=C1C=CC=C2)NC(=O)C=2C=CC=C1CCN(CC21)C2=CC=C(C(=N2)C(=O)OC(C)(C)C)C=2C(=C(OC1CCC(CC1)CCC(=O)O)C=CC2)C